methyl 1-(5-bromopyridin-2-yl)azetidine-3-carboxylate BrC=1C=CC(=NC1)N1CC(C1)C(=O)OC